spiro[fluoren-9,9'-xanthen]-2'-ylboronic acid C1=C(C=CC=2OC3=CC=CC=C3C3(C12)C1=CC=CC=C1C=1C=CC=CC13)B(O)O